CN1CC=2N(C3=C(C1=O)C=CC=C3)C=NC2 5-methyl-4,5-dihydro-imidazo[1,5-a][1,4]Benzodiazepine-6-one